O=C1NC(CCC1N1C(C2=CC=CC(=C2C1=O)C#CCCCCCO)=O)=O 2-(2,6-dioxopiperidin-3-yl)-4-(7-hydroxyhept-1-yn-1-yl)isoindoline-1,3-dione